diallyl (((2R,2'R,5S,5'S)-(3,14-dioxo-2,4,7,10,13,15-hexaoxahexadecane-1,16-diyl)bis(1,3-oxathiolane-2,5-diyl))bis(5-fluoro-2-oxo-1,2-dihydropyrimidine-1,4-diyl))dicarbamate O=C(OC[C@@H]1O[C@@H](CS1)N1C(N=C(C(=C1)F)NC(OCC=C)=O)=O)OCCOCCOCCOC(OC[C@@H]1O[C@@H](CS1)N1C(N=C(C(=C1)F)NC(OCC=C)=O)=O)=O